6-bromo-7-ethoxy-2-methyl-imidazo[1,2-a]pyridine BrC=1C(=CC=2N(C1)C=C(N2)C)OCC